NC=1OC(=CC1)C(F)(F)F 2-amino-5-(trifluoromethyl)furan